ClC1=CC(=CN=N1)C=1C(=NC=C(N1)C1=CC=CC=C1)N\C(\C(=O)O)=C/C=1OC=CC1 (Z)-2-((3-(6-chloropyridazin-4-yl)-5-phenylpyrazin-2-yl)amino)-3-(furan-2-yl)acrylic acid